dimethylaminoterephthalaldehyde CN(C)C1=C(C=O)C=CC(=C1)C=O